COC([C@H](CC1=CC=C(C=C1)N1C(N(C2=C1C(=CC=C2)F)C)=O)NC(C2=C(C=CC=C2F)Cl)=O)=O (S)-2-(2-chloro-6-fluorobenzamido)-3-(4-(7-fluoro-3-methyl-2-oxo-2,3-dihydro-1H-benzo[d]Imidazol-1-yl)phenyl)propionic acid methyl ester